3-((benzyloxy)methyl)-1-(tert-butoxycarbonyl)pyrrolidine-3-carboxylic acid C(C1=CC=CC=C1)OCC1(CN(CC1)C(=O)OC(C)(C)C)C(=O)O